N1(CCOCC1)CCOC1=C(CC=2NC(C3=C(N2)C(=NN3)C=3C=NC=CC3)=O)C=CC=C1 5-[2-(2-morpholin-4-yl-ethoxy)-benzyl]-3-pyridin-3-yl-1,6-dihydro-pyrazolo[4,3-d]pyrimidin-7-one